(S)-4-(cyclopropylethynyl)-7-((3-hydroxypyrazin-2-yl)methyl)-4-(trifluoromethyl)-3,4-dihydroquinazolin-2(1H)-one C1(CC1)C#C[C@@]1(NC(NC2=CC(=CC=C12)CC1=NC=CN=C1O)=O)C(F)(F)F